2-((3-chloro-2-methylphenyl)amino)-N-(4-(4-propylpiperazin-1-yl)phenyl)benzamide ClC=1C(=C(C=CC1)NC1=C(C(=O)NC2=CC=C(C=C2)N2CCN(CC2)CCC)C=CC=C1)C